N1=C(C=CC(=C1)CNC1=C2N=CN(C2=NC(=N1)N1N=NC(=C1)CCO)C(C)C)C=1C=NC=CC1 2-(1-(6-(([2,3'-bipyridin]-5-ylmethyl)amino)-9-isopropyl-9H-purin-2-yl)-1H-1,2,3-triazol-4-yl)ethan-1-ol